NC1=C(C=C(C=N1)NC(C(=O)N1[C@H](CC[C@@H](C1)C)C=1C=CC2=C(N=C(S2)[2H])C1)=O)C N-(6-amino-5-methyl-3-pyridyl)-2-[(2R,5S)-2-(2-Deuterio-1,3-Benzothiazol-5-yl)-5-methyl-1-piperidyl]-2-oxo-acetamide